BrC(=CN(C)C)[N+](=O)[O-] 2-Bromo-N,N-dimethyl-2-nitroethenamine